COC1=CC=C(C=C1)C(C)(C)C=1N=C(SC1)NC(=O)NCCC1=CC=NC=C1 1-(4-(2-(4-methoxyphenyl)propan-2-yl)thiazol-2-yl)-3-(2-(pyridin-4-yl)-ethyl)urea